N1CC(C1)NC1=CC=C(C=C1)NC1=NC=CC(=N1)NC1=NC(=NC=C1)C1=NC(=CC=C1)C N2-[4-(azetidin-3-ylamino)phenyl]-N4-[2-(6-methyl-2-pyridyl)pyrimidin-4-yl]pyrimidine-2,4-diamine